(1R,3aS,3bR,5aS,8R,10aS,10bS,12aR)-8-ethyl-10a,12a-dimethyl-1-((2R,5R)-6,6,6-trifluoro-5-hydroxy-5-methylhexan-2-yl)octadecahydrocyclohepta[a]cyclopenta[f]naphthalen-8-ol C(C)[C@]1(CC[C@H]2[C@@]([C@H]3CC[C@]4([C@H]([C@@H]3CC2)CC[C@@H]4[C@H](C)CC[C@@](C(F)(F)F)(C)O)C)(CC1)C)O